ethyl-aminopterin C(C)N(C1=NC2=NC=CN=C2C(N1)=O)N